4-((2'S,3S,4'S,5'R)-6-chloro-4'-(3-chloro-2-fluorophenyl)-1-(3-hydroxybenzyl)-2'-Neopentylspiro[indoline-3,3'-pyrrolidine]-5'-carboxamido)-3-methoxybenzoic acid ClC1=CC=C2C(=C1)N(C[C@@]21[C@@H](N[C@H]([C@@H]1C1=C(C(=CC=C1)Cl)F)C(=O)NC1=C(C=C(C(=O)O)C=C1)OC)CC(C)(C)C)CC1=CC(=CC=C1)O